(tert-butoxycarbonylamino) laurate C(CCCCCCCCCCC)(=O)ONC(=O)OC(C)(C)C